N1CCC2CC(=CC=C12)C1=CN=CC=2C(CCCC12)NC(CC)=O N-(4-(dihydroindolin-5-yl)-5,6,7,8-tetrahydroisoquinolin-8-yl)propanamide